tert-butyl (S)-1-(4-(4-(difluoromethyl)thiazol-5-yl)phenyl)ethylcarbamate FC(C=1N=CSC1C1=CC=C(C=C1)[C@H](C)NC(OC(C)(C)C)=O)F